O=C1NC(CCC1N1C(C2=CC=CC(=C2C1)C#CCCCCCCN1CCC(CC1)C1=CC=C(C(=O)N2CCC(CC2)CCCCNC(\C=C\C=2C=NC=CC2)=O)C=C1)=O)=O (E)-N-(4-(1-(4-(1-(8-(2-(2,6-dioxopiperidin-3-yl)-1-oxoisoindolin-4-yl)oct-7-yn-1-yl)piperidin-4-yl)benzoyl)piperidin-4-yl)butyl)-3-(pyridin-3-yl)acrylamide